CC1=NC=CC(=N1)C1CCC(CC1)O 4-(2-methylpyrimidin-4-yl)cyclohexanol